C1(=CC=CC=C1)N1C(=NC2=C1C=CC=C2)C2=C(C=CC=C2)O 2-(1-phenyl-1H-benzo[d]imidazol-2-yl)phenol